2,3,4,5-tetrachloro-benzamide ClC1=C(C(=O)N)C=C(C(=C1Cl)Cl)Cl